SCC1=C(C=C(C(=C1)C)C)CS 1,2-Dimercaptomethyl-4,5-dimethylbenzol